ClC(=O)O.OC1=CC=C(C=C1)C(C)(C)C1=CC=C(C=C1)O bisphenol A chloroformate